methyl 3-amino-6-bromo-5-(trifluoromethyl)picolinate NC=1C(=NC(=C(C1)C(F)(F)F)Br)C(=O)OC